C(C1=CC=CC=C1)N1C(COCC1)COC=1C=NC=CC1C1=C(C2=NC=CC=C2N1)C1=CC=CC=C1 2-(3-{[4-benzylmorpholin-3-yl]methoxy}pyridin-4-yl)-3-phenyl-1H-pyrrolo[3,2-b]pyridine